3-methyl-pyrazolo[4,3-b]pyridin CC1=NNC=2C1=NC=CC2